3-((3-(N,N-di-Boc-amino)propyl)oxy)aniline C(=O)(OC(C)(C)C)N(C(=O)OC(C)(C)C)CCCOC=1C=C(N)C=CC1